6-((3S)-2-(2,6-dioxopiperidin-3-yl)-3-methyl-1-oxoisoindolin-5-yl)-4-methyl-2-(methylamino)nicotinonitrile O=C1NC(CCC1N1C(C2=CC=C(C=C2[C@@H]1C)C1=NC(=C(C#N)C(=C1)C)NC)=O)=O